FC(OC1=CC=C(C=N1)C#CC1=CN=CC=2[C@H]3N(C[C@@H](OC21)C3)C(C(C(F)F)(C)C)=O)F 1-((2S,5S)-9-((6-(difluoromethoxy)pyridin-3-yl)ethynyl)-2,3-dihydro-2,5-methanopyrido[3,4-f][1,4]oxazepin-4(5H)-yl)-3,3-difluoro-2,2-dimethylpropan-1-one